N-(4-cyclopropyl-3-(1-methyl-1H-pyrazol-3-yl)phenyl)-3-methyl-6-azabicyclo[3.1.1]heptane-6-carboxamide C1(CC1)C1=C(C=C(C=C1)NC(=O)N1C2CC(CC1C2)C)C2=NN(C=C2)C